C(#N)CCSN1C(CCC1=O)=O N-[(2-cyanoethyl)thio]succinimide